NC=1CC(=CC=2C(N1)=CSC2)C(=O)N(CCC)OCCN 2-amino-N-(2-aminoethoxy)-N-propyl-3H-thieno[3,4-b]azepine-4-carboxamide